C(#C)C1=NC(=CC(=C1)C=1C=CC=2C=3C=4NC[C@H](NC(C4SC3C=CC2N1)=O)C)CN1CCOCC1 (15R)-5-[2-ethynyl-6-(morpholinomethyl)-4-pyridyl]-15-methyl-11-thia-6,14,17-triazatetracyclo[8.8.0.0^2,7.0^12,18]octadeca-1(10),2(7),3,5,8,12(18)-hexaen-13-one